Ethyl (E)-3-(2-chlorovinyl)-1,2,4-thiadiazole-5-carboxylate Cl/C=C/C1=NSC(=N1)C(=O)OCC